potassium chloride silver chloride [Ag]Cl.[Cl-].[K+]